3-methyl-2-(2Z)-2-penten-1-yl-2-cyclopenten-1-one CC1=C(C(CC1)=O)C\C=C/CC